Tert-butyl (S)-1-(((R)-tert-butyl sulfinyl)amino)-1,3-dihydrospiro[indene-2,4'-piperidine]-1'-carboxylate C(C)(C)(C)[S@@](=O)N[C@@H]1C2=CC=CC=C2CC12CCN(CC2)C(=O)OC(C)(C)C